6-(4-(2-methoxyethyl)piperazine-1-carbonyl)quinoline-2-carbaldehyde COCCN1CCN(CC1)C(=O)C=1C=C2C=CC(=NC2=CC1)C=O